5-methyl-2-(1-methylethyl)-2-cyclohexen-1-one CC1CC=C(C(C1)=O)C(C)C